tert-butyl(2-(2-(prop-2-yn-1-yloxy)ethoxy)ethyl)carbamate C(C)(C)(C)OC(NCCOCCOCC#C)=O